FC1=CC=C(CN2C(C(=C(C3=CC(=CN=C23)C2=CC=C(C=C2)OC)C)C(=O)NC2CCC(CC2)C)=O)C=C1 1-(4-fluorobenzyl)-6-(4-methoxyphenyl)-4-methyl-N-(4-methylcyclohexyl)-2-oxo-1,2-dihydro-1,8-naphthyridine-3-carboxamide